isopropyl cis-3-(((cyanomethyl)sulfonyl)amino)-2-((6-(prop-1-en-2-yl)pyridin-2-yl)methyl)piperidine-1-carboxylate C(#N)CS(=O)(=O)N[C@@H]1[C@@H](N(CCC1)C(=O)OC(C)C)CC1=NC(=CC=C1)C(=C)C